N-[(1S,3R,4R)-rel-7-[3-(4-cyano-3-fluoro-phenyl)-4-[2-fluoro-4-(2-hydroxy-2-methyl-propyl)phenyl]benzoyl]-7-azabicyclo[2.2.1]heptan-3-yl]-2,4-dinitrobenzenesulfonamide C(#N)C1=C(C=C(C=C1)C=1C=C(C(=O)N2[C@@H]3C[C@H]([C@H]2CC3)NS(=O)(=O)C3=C(C=C(C=C3)[N+](=O)[O-])[N+](=O)[O-])C=CC1C1=C(C=C(C=C1)CC(C)(C)O)F)F |o1:14,16,17|